FC1(COC1)CN1N=CC=2C=NC(=CC21)C2=NNC=C2C2CC21N(CCC(C1)(C(F)(F)F)O)C(=O)N [3-[1-[(3-Fluorooxetan-3-yl)methyl]pyrazolo[4,3-c]pyridin-6-yl]-1H-pyrazol-4-yl]-7-hydroxy-7-(trifluoromethyl)-4-azaspiro[2.5]octane-4-carboxamide